ClC1=CC(=C(C=N1)C(C)O)OC (6-chloro-4-methoxypyridin-3-yl)ethan-1-ol